pentylaminobiotin C(CCCC)NC(C(O)=O)CCC[C@@H]1SC[C@@H]2NC(=O)N[C@H]12